CC1=CSC2=C1N=NNC2=O 7-methylthieno[3,2-d][1,2,3]triazin-4(3H)-one